2-bromo-1-(2-bromo-4,6-difluorophenyl)ethan-1-one BrCC(=O)C1=C(C=C(C=C1F)F)Br